FC=1C=CC(C2=CC3=CC=CC(=C3C12)F)=O 4,5-difluorofluorenone